CC1=CC=CC(=N1)C=1C=C2N(N1)CCC2 2-(6-methylpyridin-2-yl)-5,6-dihydro-4H-pyrrolo[1,2-b]pyrazol